4-(5-(6-chloro-4-(methylamino)pyridin-3-yl)-1,3,4-thiadiazol-2-yl)cyclohexan ClC1=CC(=C(C=N1)C1=NN=C(S1)C1CCCCC1)NC